N-(4-((2-((5-cyclopropyl-1-methyl-2-oxo-1,2-dihydropyridin-3-yl)amino)thiazolo[4,5-b]pyrazin-6-yl)oxy)pyridin-2-yl)acetamide C1(CC1)C=1C=C(C(N(C1)C)=O)NC=1SC=2C(=NC=C(N2)OC2=CC(=NC=C2)NC(C)=O)N1